BrC1=CC=C(C=C1)C(CCCCl)O 1-(4-bromophenyl)-4-chloro-butan-1-ol